COC=1C(=NC(=NC1C1=NN(C=C1)C1=CC=CC=C1)N1CCOCC1)O 5-methoxy-2-morpholino-6-(1-phenyl-1H-pyrazol-3-yl)pyrimidin-4-ol